BrC1=C(NC2=NSC=3C2=NC=C(N3)C=NC(C(=O)O)C)C=CC=C1C1=CC=CC=C1 2-((3-(2-bromo-3-phenylanilino)isothiazolo[4,5-b]pyrazin-6-ylmethylene)amino)-propionic acid